2-(2,6-Dimethyl-4-((5-oxo-4-(4-(trifluoromethoxy)phenyl)-4,5-dihydro-1H-1,2,4-triazol-1-yl)methyl-d2)phenoxy)-2-methylpropionic acid CC1=C(OC(C(=O)O)(C)C)C(=CC(=C1)C([2H])([2H])N1N=CN(C1=O)C1=CC=C(C=C1)OC(F)(F)F)C